(R)-N-hydroxy-3-((6-morpholinopyrimidin-4-yl)amino)piperidine-1-carboximidamide ONC(=N)N1C[C@@H](CCC1)NC1=NC=NC(=C1)N1CCOCC1